2-iodo-1-toluenesulfonyl-1H-pyrrolo[2,3-b]pyridin-4-ol IC1=CC2=C(N=CC=C2O)N1S(=O)(=O)CC1=CC=CC=C1